methyl 2,6-bis(benzyloxy)-4-methoxybenzoate C(C1=CC=CC=C1)OC1=C(C(=O)OC)C(=CC(=C1)OC)OCC1=CC=CC=C1